ClC1=C(C=CC=C1B1OC(C(O1)(C)C)(C)C)C(=O)N1C[C@H]2CO[C@](CN2CC1)(O)C1=CC(=C(C=C1)F)Cl (2-chloro-3-(4,4,5,5-tetramethyl-1,3,2-dioxaborolan-2-yl)phenyl)((3R,9aS)-3-(3-chloro-4-fluorophenyl)-3-hydroxyhexahydropyrazino[2,1-c][1,4]oxazin-8(1H)-yl)methanone